6-Bromo-2-[[4-(dimethylamino)cyclohexyl]amino]-8-isopropyl-pteridin-7-one BrC1=NC=2C=NC(=NC2N(C1=O)C(C)C)NC1CCC(CC1)N(C)C